FC=1C(=NC=CC1)C1(CCC1)NC1=NC=C(C(=N1)C(F)(F)F)C(=O)O 2-{[(3-fluoro(2-pyridyl))cyclobutyl]amino}-4-(trifluoromethyl)pyrimidine-5-carboxylic acid